3,4-di(2,3-epoxypropyl)-1-phenoxybenzene C(C1CO1)C=1C=C(C=CC1CC1CO1)OC1=CC=CC=C1